C(C)SC1=C(N=C2N1CCCC2)C2=NC1=C(C=NC(=C1)C(F)(F)F)N2C 2-(3-ethylsulfanyl-5,6,7,8-tetrahydroimidazo[1,2-a]pyridin-2-yl)-3-methyl-6-(trifluoromethyl)imidazo[4,5-c]pyridine